The molecule is a phenothiazine derivative in which 10H-phenothiazine has an N-methylpiperidin-4-ylmethyl substituent at the N-10 position. It has a role as a sedative and an antiemetic. It is a member of phenothiazines and a member of piperidines. It derives from a hydride of a 10H-phenothiazine. CN1CCC(CC1)CN2C3=CC=CC=C3SC4=CC=CC=C42